tert-butyl 4-[3-carbamoyl-2-(2-fluoro-4-phenoxyphenyl)-2H-pyrazolo[4,3-b]pyridin-7-yl]piperidine-1-carboxylate C(N)(=O)C=1N(N=C2C1N=CC=C2C2CCN(CC2)C(=O)OC(C)(C)C)C2=C(C=C(C=C2)OC2=CC=CC=C2)F